C(C)S(=O)(=O)C=1C=CC(=C(C1)C1=CN(C(C2=C1N=C(N=C2)C=2C=NN(C2)C)=O)C)OCCC 8-(5-ethylsulfonyl-2-propoxyphenyl)-6-methyl-2-(1-methylpyrazol-4-yl)pyrido[4,3-d]pyrimidin-5-one